C(C)(C)(C)OC(NC1CC(C1)OC1=C2C=NN(C2=CC(=C1)Br)C1OCCCC1)=O N-[3-(6-bromo-1-tetrahydropyran-2-yl-indazol-4-yl)oxy-cyclobutyl]carbamic acid tert-butyl ester